FC(C1=CC=C(CN2C=CC3=CC(=CC(=C23)C(=O)NC2(CC2)C2=CC=C(C(=O)O)C=C2)C2=CC(=CC=C2)C(F)(F)F)C=C1)(F)F 4-(1-(1-(4-(Trifluoromethyl)benzyl)-5-(3-(trifluoromethyl)phenyl)-1H-indol-7-amido)cyclopropyl)benzoic acid